OC/C=C/CNC=1C=CC(=C(C#N)C1)C (E)-5-((4-hydroxybut-2-en-1-yl)amino)-2-methylbenzonitrile